CN1N=CC2=C(C=CC(=C12)/C(=C/C(=O)[O-])/C)NC1=NC=C(C(=N1)NC)C(F)(F)F (E)-3-(1-methyl-4-((4-(methylamino)-5-(trifluoromethyl)pyrimidin-2-yl)amino)-1H-indazol-7-yl)but-2-enoate